2-amino-N-(2-(tritylthio)ethyl)benzamide NC1=C(C(=O)NCCSC(C2=CC=CC=C2)(C2=CC=CC=C2)C2=CC=CC=C2)C=CC=C1